O1C=C(C=C1)C=1C=CC(=NC1[C@H]1N(CCC1)C)NC(=O)C1CC1 (S)-N-(5-(furan-3-yl)-6-(1-methylpyrrolidin-2-yl)pyridin-2-yl)cyclopropanecarboxamide